C(#N)/C(/C(=O)NCC=1N=NN(C1)C[C@H]1O[C@@H]([C@@H]([C@H]([C@@H]1O)O)O)OC)=C/C1=CC2=CC=C(C=C2C=C1)N1CCCCC1 (Z)-2-cyano-3-(6-(piperidin-1-yl)naphthalen-2-yl)-N-((1-(((2R,3S,4S,5R,6S)-3,4,5-trihydroxy-6-methoxytetrahydro-2H-pyran-2-yl)methyl)-1H-1,2,3-triazol-4-yl)methyl)acrylamide